3-(4-(2-aminoethyl)phenyl)-8-((2-cyclopropyl-5-ethoxy-4'-fluoro-[1,1'-biphenyl]-4-yl)methyl)-1-oxa-3,8-diazaspiro[4.5]decan-2-one NCCC1=CC=C(C=C1)N1C(OC2(C1)CCN(CC2)CC2=CC(=C(C=C2OCC)C2=CC=C(C=C2)F)C2CC2)=O